ClC1=CC(=C(C=N1)NC(=O)C1(CN(C1)S(=O)(=O)CCN(C)C)C1=C(C=CC=C1)C(C)C)OC N-(6-chloro-4-methoxypyridin-3-yl)-1-((2-(dimethylamino)ethyl)sulfonyl)-3-(2-isopropylphenyl)azetidine-3-carboxamide